lauryl alcohol sulfoacetate salt S(=O)(=O)(O)CC(=O)O.C(CCCCCCCCCCC)O